CON(C(=O)C1N(CCN(C1)C(=O)OC(C)(C)C)C(=O)OCC1=CC=CC=C1)C O1-benzyl O4-tert-butyl 2-[methoxy(methyl)carbamoyl]piperazine-1,4-dicarboxylate